3-(6-(Cyclobutylmethoxy)-5,7-difluoro-4-oxo-1,4-dihydroquinolin-2-yl)-4-(methylsulfonyl)benzonitrile C1(CCC1)COC=1C(=C2C(C=C(NC2=CC1F)C=1C=C(C#N)C=CC1S(=O)(=O)C)=O)F